(7R)-3-cyclopropyl-N-(2-fluoro-2-methylpropyl)-7-[4-(5-methyl-1,3,4-oxadiazol-2-yl)anilino]-7,8-dihydro-6H-cyclopenta[g]isoquinoline-5-sulfonamide C1(CC1)C=1N=CC=2C=C3C(=C(C2C1)S(=O)(=O)NCC(C)(C)F)C[C@@H](C3)NC3=CC=C(C=C3)C=3OC(=NN3)C